4-chloro-5-nitro-1H-pyridin-2-one ClC1=CC(NC=C1[N+](=O)[O-])=O